5-methoxy-N,N-dimethyl-6-(4,4,5,5-tetramethyl-1,3,2-dioxaborolan-2-yl)-1-benzofuran-2-carboxamide COC=1C(=CC2=C(C=C(O2)C(=O)N(C)C)C1)B1OC(C(O1)(C)C)(C)C